C12NCC(C(C1)OC(NC=1N=CC3=CC(=C(C=C3C1)C1=C(C3=C(OCCN3)N=C1)C)F)=O)C2 2-Azabicyclo[2.2.1]heptan-5-yl-(7-fluoro-6-(8-methyl-2,3-dihydro-1H-pyrido[2,3-b][1,4]oxazin-7-yl)isochinolin-3-yl)carbamat